tert-butyl (R)-4-((1r,4R)-4-(5-(3-cyanopyrrolo[1,2-b]pyridazine-7-carboxamido)-6-(2-hydroxypropan-2-yl)-2H-indazol-2-yl)cyclohexyl)-2-(methoxymethyl)piperazine-1-carboxylate C(#N)C1=CC=2N(N=C1)C(=CC2)C(=O)NC2=CC1=CN(N=C1C=C2C(C)(C)O)C2CCC(CC2)N2C[C@@H](N(CC2)C(=O)OC(C)(C)C)COC